C1(=CC=CC=C1)N=NC(C#N)(CC(C)(C)OC)C 2-phenylazo-4-methoxy-2,4-dimethylvaleronitrile